N-(5-((6-((1-(2-methoxyethyl)-1H-pyrazol-4-yl)amino)-1-methyl-1H-pyrazolo[3,4-d]pyrimidin-3-yl)amino)-6-methylpyridin-3-yl)-2-(5-azaspiro[2.4]heptan-5-yl)acetamide COCCN1N=CC(=C1)NC1=NC=C2C(=N1)N(N=C2NC=2C=C(C=NC2C)NC(CN2CC1(CC1)CC2)=O)C